2-(trimethoxysilyl)ethanol CO[Si](CCO)(OC)OC